ClC=1C=C(\C=N\C(C(=O)O)C(C)C)C=C(C1OC(\C=C\C1=CC(=CC=C1)OC)=O)OC 2-((E)-((E)-3-chloro-5-methoxy-4-((E)-3-(3-methoxyphenyl)acryloyloxy)benzylidene)amino)-3-methylbutanoic acid